BrC1=C(C=C(CN2CC(C2)(O)C)C=C1C)C 1-(4-bromo-3,5-dimethylbenzyl)-3-methylazetidin-3-ol